α,α,3,4,5-pentafluoro-phenylacetic acid FC(C(=O)O)(F)C1=CC(=C(C(=C1)F)F)F